2-(imidazol-4-yl)pyrimidin-4(3H)-imine N1C=NC(=C1)C1=NC=CC(N1)=N